N1(N=NN=C1)C[C@H](C)OC=1C=C(C=CC1Cl)C=1C=NC(=NC1)NC=1C(=NN(C1)C1CCC(CC1)N1CCOCC1)OCC(COC)(C)C 5-(3-(((S)-1-(1H-tetrazol-1-yl)propan-2-yl)oxy)-4-chlorophenyl)-N-(3-(3-methoxy-2,2-dimethylpropoxy)-1-((1r,4r)-4-morpholinocyclohexyl)-1H-pyrazol-4-yl)pyrimidin-2-amine